ClC=1C=CC=C2C=CC=C(C12)N1CC=2N=C(N=C(C2CC1)N1C[C@@H](NCC1)CC#N)OC[C@H]1N(CCC1)C 2-((S)-4-(7-(8-Chloronaphthalen-1-yl)-2-(((S)-1-methylpyrrolidin-2-yl)methoxy)-5,6,7,8-tetrahydropyrido[3,4-d]pyrimidin-4-yl)piperazin-2-yl)acetonitrile